2-((6-(4-acetylpiperazin-1-yl)pyridin-3-yl)amino)quinazolin C(C)(=O)N1CCN(CC1)C1=CC=C(C=N1)NC1=NC2=CC=CC=C2C=N1